dimethyltetramethylcyclopentadienyl-2-methyl-4-(4-t-butylphenyl)indenyl-silane C[Si](C1C(=C(C2=C(C(=C(C(=C12)C)C)C)C1=CC=C(C=C1)C(C)(C)C)C)C)(C1C=CC=C1)C